C1=CC=CC=2C3=CC=CC=C3C(C12)COC(=O)N[C@H](C(=O)O)[C@@H](C)C1=CC(=CC2=CC=CC=C12)F (2S,3S)-2-((((9H-fluoren-9-yl)methoxy)carbonyl)amino)-3-(3-fluoronaphthalen-1-yl)butanoic acid